4-isopropoxy-2'-methoxychalcone C(C)(C)OC1=CC=C(C=C1)\C=C\C(=O)C1=C(C=CC=C1)OC